S1C=NC2=C1C=CC(=C2)C(=O)N2CCC1(CC(NC1=O)=O)CC2 (S)-8-(benzo[d]thiazole-5-carbonyl)-2,8-diazaspiro[4.5]decane-1,3-dione